2-thenoyl-trifluoroacetone sodium salt [Na].C1(=CC=CS1)C(=O)CC(=O)C(F)(F)F